ClCN1C(\C(\C2=CC=CC=C12)=C\1/NC2=CC=CC=C2C1=O)=O (Z)-1'-(chloromethyl)-[2,3'-biindolinylidene]-2',3-dione